aluminium-oxide zirconium [Zr+4].[O-2].[Al+3]